tert-butyl (S)-4-((7-bromo-6-chloro-8-fluoro-2-((1-methylpyrrolidin-2-yl)-methoxy)-3-nitroquinolin-4-yl)amino)piperidine-1-carboxylate BrC1=C(C=C2C(=C(C(=NC2=C1F)OC[C@H]1N(CCC1)C)[N+](=O)[O-])NC1CCN(CC1)C(=O)OC(C)(C)C)Cl